(S)-2-(methyl-(1-(5-phenyl-1,3,4-oxadiazol-2-yl)ethyl)amino)-6-(methylsulfonyl)-8-nitro-4H-benzo[e][1,3]thiazin-4-one CN(C=1SC2=C(C(N1)=O)C=C(C=C2[N+](=O)[O-])S(=O)(=O)C)[C@@H](C)C=2OC(=NN2)C2=CC=CC=C2